ClC1=CC(=CC(=N1)C(=O)O)C 6-chloro-4-methylpyridine-2-carboxylic acid